(4-bromomethylphenyl)-di-tert-butyl-fluorosilane BrCC1=CC=C(C=C1)[Si](F)(C(C)(C)C)C(C)(C)C